O[C@@H](CCC(=O)OCC1=CC=CC=C1)CCCCCC benzyl (R)-4-hydroxydecanoate